4-oxoimidazoline-1-carboxylic acid tert-butyl ester C(C)(C)(C)OC(=O)N1C=NC(C1)=O